oxathiazole-5(3H)-carboxylate 2-oxide O1S(NC=C1C(=O)[O-])=O